FC1CCN(CC1)C1=C(C=C(C=C1)C(F)(F)F)[N+](=O)[O-] 4-fluoro-1-(2-nitro-4-(trifluoromethyl)phenyl)piperidine